1-(pyridazin-4-yl)-1H,4H,5H-pyrrolo[3,2-c]pyridin-4-one N1=NC=C(C=C1)N1C=CC=2C(NC=CC21)=O